C1[C@@H]2[C@H]([C@H]([C@@H](O2)N3C=CC(=O)NC3=O)O)OP(=O)(OC[C@@H]4[C@H]([C@H]([C@@H](O4)N5C=CC(=O)NC5=O)O)OP(=O)(O1)[O-])[O-] The molecule is a cyclic pyrimidine dinucleotide that consists of two UMP units cyclised via 3',5'-linkages, major species at pH 7.3. It is an organophosphate oxoanion and a cyclic pyrimidine dinucleotide.